[N+](=O)([O-])C1=CC=2C(C=3N=C(N=CC3C2C2=C1C=CC=C2)C(F)(F)F)=O 5-Nitro-9-(trifluoromethyl)-7H-benzo[6,7]indeno[2,1-d]pyrimidin-7-one